copper octenoate C(C=CCCCCC)(=O)[O-].[Cu+2].C(C=CCCCCC)(=O)[O-]